FC([C@@H]1[C@H](C1)C=1C=2N(N=C(C1)C=1C=NC=NC1)C=C(N2)C)F 5-(8-((1S,2S)-2-(difluoromethyl)cyclopropyl)-2-methylimidazo[1,2-b]pyridazin-6-yl)pyrimidine